OC1=C(C=C(C=C1)C=1OC2=CC(=CC(=C2C(C1O)=O)OC)O)[O-] 2-hydroxy-5-(3,7-dihydroxy-5-methoxy-4-oxo-4H-chromen-2-yl)phenolate